5-[4-amino-5-(trifluoromethyl)pyrrolo[2,1-f][1,2,4]triazin-7-yl]-2-methoxy-N-(3-phenylbutyl)benzamide NC1=NC=NN2C1=C(C=C2C=2C=CC(=C(C(=O)NCCC(C)C1=CC=CC=C1)C2)OC)C(F)(F)F